(2-(Benzyloxy)-4,6-dihydroxyphenyl)(8-(methylamino)-3,4-dihydroisoquinolin-2(1H)-yl)methanone C(C1=CC=CC=C1)OC1=C(C(=CC(=C1)O)O)C(=O)N1CC2=C(C=CC=C2CC1)NC